[Ru].C1=CCCC=CCC1 (1,5-cyclooctadiene) ruthenium (0)